C(C)OC[C@@]1(CN(CC1)CC=1C=NC=CC1)CCC1=CC(=CC=C1)F (S)-3-((3-(ethoxymethyl)-3-(3-fluorophenethyl)pyrrolidin-1-yl)methyl)pyridine